FC=1C(=C(C2=C(C=CO2)C1)C=1C(=CC2=C(N(C(N=C2N2[C@H](CN(CC2)C(=O)OC(C)(C)C)C)=O)C=2C(=NC=CC2C)C(C)C)N1)F)F tert-butyl (3S)-4-(7-(5,6-difluorobenzofuran-7-yl)-6-fluoro-1-(2-isopropyl-4-methylpyridin-3-yl)-2-oxo-1,2-dihydropyrido[2,3-d]pyrimidin-4-yl)-3-methylpiperazine-1-carboxylate